(1-(Naphthalen-1-yl)ethane-1,2-diyl)bis(diphenylsilane) C1(=CC=CC2=CC=CC=C12)C(C[SiH](C1=CC=CC=C1)C1=CC=CC=C1)[SiH](C1=CC=CC=C1)C1=CC=CC=C1